COC=1C=C(C(=O)N2[C@H](CCC2)C(=O)N)C=CC1 1-(3-methoxybenzoyl)-D-prolinamide